C(C)(C)(C)C1=CC=C(C=C1)C#CS(=O)(=O)C(F)(F)F 1-tert-butyl-4-((trifluoromethanesulfonyl)ethynyl)benzene